BrCCCCCCCCC(OC)OC 9-bromo-1,1-dimethoxynonane